1-butyl-3-[[(1-oxo-2-propen-1-yl)oxy]methyl]-1H-imidazolium iodide [I-].C(CCC)N1C=[N+](C=C1)COC(C=C)=O